ClC=1C=C2[C@H]([C@@H](COC2=CC1)N1CC2=C(CC1)N=C(N2)C2=C(C=CC=C2)Cl)O trans-6-chloro-3-(2-(2-chlorophenyl)-3,4,6,7-tetrahydro-5H-imidazo[4,5-c]pyridin-5-yl)chroman-4-ol